N-(1-(3-((2-((2-(2,6-dioxopiperidin-3-yl)-1,3-dioxoisoindolin-5-yl)oxy)ethyl)(methyl)amino)phenyl)-5-fluoro-1H-benzo[d]imidazol-2-yl)-3-(trifluoromethyl)benzamide O=C1NC(CCC1N1C(C2=CC=C(C=C2C1=O)OCCN(C=1C=C(C=CC1)N1C(=NC2=C1C=CC(=C2)F)NC(C2=CC(=CC=C2)C(F)(F)F)=O)C)=O)=O